(S)-7-(1-(2-hydroxyethyl)-1H-indazol-4-yl)-2-oxo-1,2-dihydrospiro[pyrido[2,3-b][1,4]oxazine-3,3'-pyrrolidine]-1'-carbonitrile OCCN1N=CC2=C(C=CC=C12)C1=CC2=C(O[C@@]3(CN(CC3)C#N)C(N2)=O)N=C1